BrC1=CC2=C(N(C(=N2)\C=C\C2=CC=CC=C2)S(=O)(=O)C2=CC=CC=C2)C=C1Br (E)-5,6-dibromo-1-benzenesulfonyl-2-styryl-1H-benzimidazole